CC(C)C(CC)(N)C 2,3-dimethylpentan-3-amine